5-benzyl-2-(6-methylpyridin-2-yl)-4,5,6,7-tetrahydro-2H-pyrazolo[4,3-c]pyridin-3-ol C(C1=CC=CC=C1)N1CC=2C(CC1)=NN(C2O)C2=NC(=CC=C2)C